1,1,1,3,3,3-Hexafluoropropan-2-yl (R)-1-((6-isopropoxypyridin-3-yl)carbamoyl)-6-azaspiro[2.5]octan-6-carboxylat C(C)(C)OC1=CC=C(C=N1)NC(=O)[C@@H]1CC12CCN(CC2)C(=O)OC(C(F)(F)F)C(F)(F)F